N-[4-[(6,7-dimethoxy-1,5-naphthyridin-4-yl)oxy]-2,5-difluorophenyl]-5-(4-fluorophenyl)-1,2,6-trimethyl-4-oxopyridine-3-carboxamide COC=1N=C2C(=CC=NC2=CC1OC)OC1=CC(=C(C=C1F)NC(=O)C1=C(N(C(=C(C1=O)C1=CC=C(C=C1)F)C)C)C)F